5-[1-(2-methoxy-4-pyridinyl)-3-(trifluoromethyl)pyrazol-4-yl]-1-methyl-imidazole-2-carboxamide COC1=NC=CC(=C1)N1N=C(C(=C1)C1=CN=C(N1C)C(=O)N)C(F)(F)F